ClC=1C=CC2=C(N=C(O2)N2CCC3(CC2)CCC(CC3)NC(=O)C3COCC3)C1 N-[3-(5-chloro-1,3-benzoxazol-2-yl)-3-azaspiro[5.5]undecan-9-yl]tetrahydrofuran-3-carboxamide